P(=O)([O-])([O-])[O-].[Mo+4].[Fe+2].[Li+] lithium iron molybdenum phosphate salt